6'-sulfo-2',3'-dihydrospiro[cyclohexane-1,1'-indene]-4-carboxylic acid S(=O)(=O)(O)C1=CC=C2CCC3(C2=C1)CCC(CC3)C(=O)O